Cl.[NH4+] ammonium hydrochloride salt